C(C)(C)(C)OC(=O)NC1=NC=NN2C1=C(C=C2C2CC(N(C2)C(=O)[O-])COC)I 4-[4-[(tert-butoxycarbonyl)amino]-5-iodopyrrolo[2,1-f][1,2,4]triazin-7-yl]-2-(methoxymethyl)pyrrolidine-1-carboxylate